6-borono-2-(4-chlorobenzylamino)hexanoic acid B(O)(O)CCCCC(C(=O)O)NCC1=CC=C(C=C1)Cl